(1S,2S,5R)-N-(2-((S)-2,3-dihydroxypropoxy)phenethyl)-1-hydroxy-2-isopropyl-5-methylcyclohexane-1-carboxamide O[C@H](COC1=C(CCNC(=O)[C@]2([C@@H](CC[C@H](C2)C)C(C)C)O)C=CC=C1)CO